(E)-3,7-dimethylocta-2,6-dien-1-yl 3-fluoropicolinate FC=1C(=NC=CC1)C(=O)OC\C=C(\CCC=C(C)C)/C